C(#N)C[C@@H](C1=CC=C(C=C1)S(=O)(=O)CC)NC(C1=CC(=C(C=C1)N1[C@@H](CC[C@H](C1)C1=CC=C(C=C1)C(F)(F)F)COC(F)F)F)=O N-((S)-2-cyano-1-(4-(ethylsulfonyl)phenyl)ethyl)-4-((2S,5S)-2-((difluoromethoxy)methyl)-5-(4-(trifluoromethyl)phenyl)piperidin-1-yl)-3-fluorobenzamide